ClC=1C(=NC(=NC1)NC1=C(C=C(C(=O)NC2=C(C=CC=C2)F)C=C1)OC)C=1C=NN(C1)C(C)C 4-((5-chloro-4-(1-isopropyl-1H-pyrazol-4-yl)pyrimidin-2-yl)amino)-N-(2-fluorophenyl)-3-methoxybenzamide